CC=1CCS(OC1)(=O)=O 5-methyl-3,4-dihydrooxathiine 2,2-dioxide